2-(9H-carbazol-2-yl)-N-(2-chlorobenzyl)acetamide C1=C(C=CC=2C3=CC=CC=C3NC12)CC(=O)NCC1=C(C=CC=C1)Cl